p-hydroxyphenylglycine methyl ester hydrochloride Cl.COC(C(N)C1=CC=C(C=C1)O)=O